C(C)(C)(C)C1=CC=C(C=C1)NC(C(=O)C1=CN(C2=CC=C(C=C12)C1=NOC(=N1)CN(CC)CC)CC)=O N-(4-(tert-butyl)phenyl)-2-(5-(5-((diethylamino)methyl)-1,2,4-oxadiazol-3-yl)-1-ethyl-1H-indol-3-yl)-2-oxoacetamide